C(N)(O)=O.C(C)(C)(C)C1=NC=CC=2C(=CC=CC12)S(=O)(=O)NCCN tert-butyl-(N-(2-aminoethyl)-5-isoquinolinesulfonamide) carbamate